1-(6-((4,4-difluorocyclohexyl)amino)-2-(5-methylfuran-2-yl)pyrimidin-4-yl)ethan-1-ol FC1(CCC(CC1)NC1=CC(=NC(=N1)C=1OC(=CC1)C)C(C)O)F